NC1(CCN(CC1)C1=NC(=C(N=C1)SC1=C(C(=CC=C1)Cl)Cl)C)C(=O)NC1CCOCC1 4-amino-1-(5-((2,3-dichlorophenyl)thio)-6-methylpyrazin-2-yl)-N-(tetrahydro-2H-pyran-4-yl)piperidine-4-carboxamide